Tert-butyl N-[2-[2-(1,3-dioxoisoindolin-2-yl)ethoxy]ethyl]-N-methyl-carbamate O=C1N(C(C2=CC=CC=C12)=O)CCOCCN(C(OC(C)(C)C)=O)C